CC1=NC(=CC(=C1S(=O)(=O)N1CC2(C1)CNC2)C)C(F)(F)F 2-((2,4-dimethyl-6-(trifluoromethyl)pyridin-3-yl)sulfonyl)-2,6-diazaspiro[3.3]heptane